5-(3-ethylimidazo[1,2-a]pyrimidin-6-yl)-N-(cis-4-methoxycyclohexyl)pyrrolo[2,1-f][1,2,4]triazin-2-amine C(C)C1=CN=C2N1C=C(C=N2)C=2C=CN1N=C(N=CC12)N[C@@H]1CC[C@@H](CC1)OC